ClC=1C=C(C=2N=C(N=CC2N1)N[C@@H]1CN(C[C@H](C1)F)C(=O)OC(C)(C)C)CC (3S,5S)-tert-Butyl 3-((6-chloro-8-ethylpyrido[3,2-d]pyrimidin-2-yl)amino)-5-fluoropiperidine-1-carboxylate